3-[[Rac-(5s,7s)-7-fluoro-5-phenyl-6,7-dihydro-5H-pyrrolo[1,2-b][1,2,4]triazol-2-yl]methylene]cyclobutanenitrile F[C@H]1C[C@H](N2N=C(N=C21)C=C2CC(C2)C#N)C2=CC=CC=C2 |r|